N-(5-(2-(2,2-dimethylpiperidin-1-yl)acetamido)-2-methylpyridin-3-yl)-7-(1-methyl-1H-pyrazol-4-yl)-[1,2,4]triazolo[4,3-a]pyridine-3-carboxamide CC1(N(CCCC1)CC(=O)NC=1C=C(C(=NC1)C)NC(=O)C1=NN=C2N1C=CC(=C2)C=2C=NN(C2)C)C